tert-butyl (3R)-3-[[2-fluoro-4-(5-methyl-1,3,4-thiadiazol-2-yl)benzoyl]-[2-(4-pyridyl)thieno[3,2-c]pyridin-4-yl]amino]piperidine-1-carboxylate FC1=C(C(=O)N([C@H]2CN(CCC2)C(=O)OC(C)(C)C)C2=NC=CC3=C2C=C(S3)C3=CC=NC=C3)C=CC(=C1)C=1SC(=NN1)C